trifluoromonobromomethane FC(Br)(F)F